N\C(=C/C(=O)OCC1=CC=C(C=C1)C#N)\C 4-cyanobenzyl (Z)-3-aminobut-2-enoate